BrCC1=CC(=NN1C1=CC=C(C=C1)C)C1=CC=CC=C1 5-(bromomethyl)-3-phenyl-1-(p-tolyl)-1H-pyrazole